FC1(CN(C1)C(=O)OC(C)(C)C)[C@H]1CN=C(O1)N1[C@H](C2=CC=CC=C2CC1)C1=CC=C(C=C1)F tert-butyl 3-fluoro-3-((R)-2-((S)-1-(4-fluorophenyl)-3,4-dihydroisoquinolin-2(1H)-yl)-4,5-dihydrooxazol-5-yl)azetidine-1-carboxylate